C12(CC(C1)C2)NCC2=CC=C(CSC1=C3CN(C(C3=CC=C1)=O)C1C(NC(CC1)=O)=O)C=C2 3-(4-((4-((bicyclo[1.1.1]pentan-1-ylamino)methyl)benzyl)thio)-1-oxoisoindolin-2-yl)piperidine-2,6-dione